11-undecyldithiol CCCCCCCCCCCC1SSC=C1